(2-nitrophenyl)methyl-4-(methacryloyloxy)piperidine-1-carboxylic acid tert-butyl ester C(C)(C)(C)OC(=O)N1C(CC(CC1)OC(C(=C)C)=O)CC1=C(C=CC=C1)[N+](=O)[O-]